3-(tert-butoxycarbonyl)-2-oxo-1,3-benzothiazole-6-carboxylic acid C(C)(C)(C)OC(=O)N1C(SC2=C1C=CC(=C2)C(=O)O)=O